2'-[(dioctylstannylene)bis(thio)]diacetic acid diisooctyl ester C(CCCCC(C)C)OC(CS[Sn](SCC(=O)OCCCCCC(C)C)(CCCCCCCC)CCCCCCCC)=O